COC(CC1(C(N(C2=CC=CC=C12)C(C)C)=O)C)=O methyl-2-(1-isopropyl-3-methyl-2-oxoindolin-3-yl)acetate